ClC=1C=CC(=C(\C=N\NC(=O)C=2N=CSC2)C1)F (E)-N'-(5-chloro-2-fluorobenzylidene)thiazole-4-carbohydrazide